5-[(1R,4R)-2,5-diazabicyclo[2.2.1]heptan-2-yl]-2-(4-fluorophenyl)-3-(4-pyridyl)imidazo[4,5-b]pyridine [C@H]12N(C[C@H](NC1)C2)C2=CC=C1C(=N2)N(C(=N1)C1=CC=C(C=C1)F)C1=CC=NC=C1